C(C)(C)(C)C=1SC=C(N1)Cl 2-tert-butyl-4-chlorothiazole